2'',6''-dihydroxyacetophenone CC(=O)C1=C(C=CC=C1O)O